silver-copper iodide [Cu](I)I.[Ag]